NC1=NC=CC(=C1)C=1C=C2C(=NC=NC2=CC1)C1=CC=C(C=C1)N1[C@@H]2CN([C@H](C1)C2)C(C)=O 1-((1S,4S)-5-(4-(6-(2-aminopyridin-4-yl)quinazolin-4-yl)phenyl)-2,5-diazabicyclo[2.2.1]heptan-2-yl)ethan-1-one